Methyl 4-[1-[(4-aminotetrahydropyran-4-carbonyl)amino]cyclopropyl]-3-chloro-benzoate, hydrochloride Cl.NC1(CCOCC1)C(=O)NC1(CC1)C1=C(C=C(C(=O)OC)C=C1)Cl